Cl.ClC=1C=C(C(=C(C1)O)C1=CC2=C(N=N1)N(C=N2)C[C@H]2CN(CC2)C)C 5-Chloro-3-methyl-2-(7-{[(3R)-1-methylpyrrolidin-3-yl]methyl}-7H-imidazo[4,5-c]pyridazin-3-yl)phenol hydrochloride